(R)-1-benzyl-N-(cyclobutylmethyl)piperidin-3-amine C(C1=CC=CC=C1)N1C[C@@H](CCC1)NCC1CCC1